3-[(2,3-dihydro-1H-inden-4-yl)amino]-2-{3-[(oxetan-2-yl)methoxy]pyridin-4-yl}-1,5,6,7-tetrahydro-4H-pyrrolo[3,2-c]pyridin-4-one C1CCC2=C(C=CC=C12)NC1=C(NC2=C1C(NCC2)=O)C2=C(C=NC=C2)OCC2OCC2